C(CCCCC)OC(=O)C1=C(N=C(S1)NC(CCNC(C1=CC(=CC=C1)C1=NOC(=N1)C)=O)=O)C 4-methyl-2-(3-(3-(5-methyl-1,2,4-oxadiazol-3-yl)benzoylamino)propionylamino)thiazole-5-carboxylic acid hexyl ester